2-(2-anilinoanilino)benzoic acid N(C1=CC=CC=C1)C1=C(NC2=C(C(=O)O)C=CC=C2)C=CC=C1